4-[(1S)-1-[[1-ethyl-4-[[4-(trifluoromethyl)phenyl]methyl]-pyrrolo[2,3-b]pyridine-3-carbonyl]amino]ethyl]benzoic acid C(C)N1C=C(C=2C1=NC=CC2CC2=CC=C(C=C2)C(F)(F)F)C(=O)N[C@@H](C)C2=CC=C(C(=O)O)C=C2